5-(8-((1S,2S)-2-(3,3-dimethyl-2-oxo-1-(2,2,2-trifluoroethyl)-2,3-dihydro-1H-pyrrolo[3,2-b]pyridin-6-yl)cyclopropyl)imidazo[1,2-b]pyridazin-6-yl)pyrimidine-2,4(1H,3H)-dione CC1(C(N(C=2C1=NC=C(C2)[C@@H]2[C@H](C2)C=2C=1N(N=C(C2)C=2C(NC(NC2)=O)=O)C=CN1)CC(F)(F)F)=O)C